S1C=CC=2C1=NC=CC2CO thieno[2,3-b]pyridin-4-ylmethanol